2-(5-bromo-1-((2-(trimethylsilyl)ethoxy)methyl)-1H-imidazol-4-yl)-6-methylpyridine BrC1=C(N=CN1COCC[Si](C)(C)C)C1=NC(=CC=C1)C